C(C1=CC=CC=C1)[C@@]1([C@@H]([C@@H](OCC2=CC=CC=C2)[C@@H](OCC2=CC3=CC=CC=C3C=C2)[C@@H](O1)C(=O)[O-])NC(C(Cl)(Cl)Cl)=O)O[C@@H]1[C@H]([C@H](O)O[C@@H]([C@@H]1N=[N+]=[N-])C)NC(C(Cl)(Cl)Cl)=O (Benzyl-3-O-benzyl-2-deoxy-4-O-(2-naphthylmethyl)-2-trichloroacetamido-α-L-altropyranosyluronate)-(1→3)-4-azido-2-trichloroacetamido-2,4,6-trideoxy-β-D-galactopyranose